bis[3-(2-hydroxybenzyl)-2-hydroxy-5-methylphenyl]methane OC1=C(CC=2C(=C(C=C(C2)C)CC2=C(C(=CC(=C2)C)CC2=C(C=CC=C2)O)O)O)C=CC=C1